(1S,2S)-N1,N2-bis((1R,2R)-2-(p-toluenesulfonamido)-1,2-diphenylethyl)cyclohexane-1,2-dicarboxamide CC1=CC=C(C=C1)S(=O)(=O)N[C@@H]([C@@H](C1=CC=CC=C1)NC(=O)[C@@H]1[C@H](CCCC1)C(=O)N[C@@H]([C@H](NS(=O)(=O)C1=CC=C(C)C=C1)C1=CC=CC=C1)C1=CC=CC=C1)C1=CC=CC=C1